1,3-phenylenediurea C1(=CC(=CC=C1)NC(=O)N)NC(=O)N